ClCCCC1OC1 3-chloropropyl-oxirane